ClCCCC1=C(C=C(C=C1)C)C 1-chloro-3-(2,4-dimethylphenyl)propan